[Cl-].OCC[N+](C)(C)CCO bis-(2-hydroxyethyl)-dimethyl-ammonium chloride